2-bromo-9-(3,5-dimethyl-4-phenylpyridin-2-yl)carbazole BrC1=CC=2N(C3=CC=CC=C3C2C=C1)C1=NC=C(C(=C1C)C1=CC=CC=C1)C